(S)-(-)-tertButylsulfinamide C(C)(C)(C)[S@](=O)N